O=C1C(CCCCCCCCCC\C=C\CC1)=O (E)-Oxocyclohexadecan-13-en-2-one